COC(=O)C1=CC=CC=2N1N=C(C2)C[C@@H]([C@@H](C2=CC(=C(C(=C2)OC)C)OC)O[Si](C)(C)C(C)(C)C)OC2CCCC2 ((2S,3R)-3-((tert-Butyldimethylsilyl)oxy)-2-(cyclopentyloxy)-3-(3,5-dimethoxy-4-methylphenyl)propyl)pyrazolo[1,5-a]pyridine-7-carboxylic acid methyl ester